3-(3-((4-(4-(6-(6-((R)-2-(3-fluorophenyl)pyrrolidin-1-yl)imidazo[1,2-b]pyridazin-3-yl)pyridin-2-yl)piperazin-1-yl)piperidin-1-yl)methyl)phenyl)piperidine-2,6-dione FC=1C=C(C=CC1)[C@@H]1N(CCC1)C=1C=CC=2N(N1)C(=CN2)C2=CC=CC(=N2)N2CCN(CC2)C2CCN(CC2)CC=2C=C(C=CC2)C2C(NC(CC2)=O)=O